OCC(C)(C)NCCCCCCCC(=O)OC(CCCCCCCC)CCCCCCCC 1-octylnonyl 8-[(2-hydroxy-1,1-dimethyl-ethyl)amino]octanoate